2-Ethylhexylamin C(C)C(CN)CCCC